(2-(4-(2,4-difluorophenyl)piperidin-1-yl)-4-fluorophenyl)(piperidin-4-yl)methanone hydrochloride Cl.FC1=C(C=CC(=C1)F)C1CCN(CC1)C1=C(C=CC(=C1)F)C(=O)C1CCNCC1